ClC1=C2C(=CNC2=C(C=C1)NS(=O)(=O)C=1C=NN(C1)C1CC(C1)OC)C#N N-(4-chloro-3-cyano-1H-indol-7-yl)-1-(3-methoxycyclobutyl)pyrazole-4-sulfonamide